N-[1,1'-biphenyl]-2-yl-N-[4-(4,4,5,5-tetramethyl-1,3,2-dioxaborolan-2-yl)phenyl]-[1,1'-biphenyl]-4-amine C1(=C(C=CC=C1)N(C1=CC=C(C=C1)C1=CC=CC=C1)C1=CC=C(C=C1)B1OC(C(O1)(C)C)(C)C)C1=CC=CC=C1